CCC1=CC(=C2C1=CC=CC(=C2)C(C)C)S(=O)(=O)[O-] The molecule is an arenesulfonate oxoanion obtained by deprotonation of the sulfo group of egualen. It is a conjugate base of an egualen.